O1CCC12CC(C2)O oxaspiro[3.3]heptan-6-ol